FC1=CC=C(C=C1)S(=O)(=O)ON1C(=O)C2C3C=CC(C2C1=O)O3 N-(4-fluorophenylsulfonyloxy)-7-oxabicyclo[2.2.1]hept-5-ene-2,3-dicarboximide